3-(2-(3-(2-((S)-1-((S)-2-((S)-2-((tert-butoxycarbonyl)(methyl)amino)propanamido)-2-cyclohexylacetyl)pyrrolidin-2-yl)thiazole-4-carbonyl)phenoxy)ethoxy)propanoic acid C(C)(C)(C)OC(=O)N([C@H](C(=O)N[C@H](C(=O)N1[C@@H](CCC1)C=1SC=C(N1)C(=O)C=1C=C(OCCOCCC(=O)O)C=CC1)C1CCCCC1)C)C